C(C)(=O)C=1C=C(C=C2C(C=C(OC12)C=1C=C2C=C(NC2=CC1)C)=O)C 8-acetyl-6-methyl-2-(2-methylindol-5-yl)chromen-4-one